2-((2-ethyl-4-fluorophenyl)amino)-N-(6-methoxy-2-methylpyridin-3-yl)-4-(trifluoromethyl)benzamide 2,2-diMethyl-1,3-propanediyldiheptanoate CC(CCCCCCCC(=O)O)(CCCCCCCC(=O)O)C.C(C)C1=C(C=CC(=C1)F)NC1=C(C(=O)NC=2C(=NC(=CC2)OC)C)C=CC(=C1)C(F)(F)F